sulfocarbon S(=O)(=O)(O)[C]